N-[(1S)-1-[[2-chloro-5-(3-morpholin-2-ylphenyl)phenyl]methyl]-2-[4-(3-methylimidazol-4-yl)anilino]-2-oxo-ethyl]-2-methyl-pyrazole-3-carboxamide hydrochloride Cl.ClC1=C(C=C(C=C1)C1=CC(=CC=C1)C1CNCCO1)C[C@@H](C(=O)NC1=CC=C(C=C1)C=1N(C=NC1)C)NC(=O)C=1N(N=CC1)C